C1(CC1)C1=NC(=NC(=C1)C1=CC=C(C=C1)F)N 4-cyclopropyl-6-(4-fluorophenyl)pyrimidin-2-amine